methyl 6-(3-(1H-pyrazol-1-yl)phenyl)-6-methoxy-2-morpholinopyrimidine-4-carboxylate N1(N=CC=C1)C=1C=C(C=CC1)C1(C=C(N=C(N1)N1CCOCC1)C(=O)OC)OC